C(C)C(CCCCC)OC1=C(C(=NN=N1)C1=CC=C(C=C1)OC)C1=C(C=CC=C1)O (ethylhexyl-oxy)(hydroxyphenyl)(4-methoxyphenyl)triazine